C(CCCCCCCC\C=C\C=C/CCC)=O E,Z-10,12-hexadecadienal